bis(4,7-diethylinden-1-yl)hafnium C(C)C1=C2C=CC(C2=C(C=C1)CC)[Hf]C1C=CC2=C(C=CC(=C12)CC)CC